3-(1-ethyl-4-methyl-benzotriazol-5-yl)-3-[2-(6-methylpyridine-2-carbonyl)-3,4-dihydro-1H-isoquinolin-7-yl]propanoic acid C(C)N1N=NC2=C1C=CC(=C2C)C(CC(=O)O)C2=CC=C1CCN(CC1=C2)C(=O)C2=NC(=CC=C2)C